(1R,9S)-1-amino-9-ethyl-5-fluoro-9-hydroxy-1-(2-hydroxyethyl)-4-methyl-1,2,3,9,12,15-hexahydro-10H,13H-benzo[de]pyrano[3',4':6,7]indolizino[1,2-b]quinoline-10,13-dione N[C@]1(CCC=2C=3C1=C1C(=NC3C=C(C2C)F)C2=CC3=C(C(N2C1)=O)COC([C@]3(O)CC)=O)CCO